FC(C)(S(=O)(=O)C=1C=NC(=CC1)OC)C1CCN(CC1)C(=O)NC1=NOC=C1 4-(1-fluoro-1-((6-methoxy-pyridin-3-yl)sulfonyl)ethyl)-N-(isoxazol-3-yl)piperidine-1-carboxamide